FC1=C(C=CC(=C1F)C=1C=NNC1)N1C[C@H](N(CC1)C(=O)N1CCCC1)C (R)-(4-(2,3-difluoro-4-(1H-pyrazol-4-yl)phenyl)-2-methylpiperazine-1-yl)(pyrrolidin-1-yl)methanone